cerium 2-ethylhexanoate C(C)C(C(=O)[O-])CCCC.[Ce+3].C(C)C(C(=O)[O-])CCCC.C(C)C(C(=O)[O-])CCCC